4-[([(5-amino-1,3,4-oxadiazol-2-yl)methyl]amino)methyl]-3-fluoro-benzonitrile NC1=NN=C(O1)CNCC1=C(C=C(C#N)C=C1)F